tetrahydroxy-1,1'-biphenyl OC=1C(=C(C(=C(C1)C1=CC=CC=C1)O)O)O